ClC1=CSC2=C1N=CN=C2N2CCC(CC2)NC(OC(C)(C)C)=O tert-butyl (1-(7-chlorothieno[3,2-d]pyrimidin-4-yl)piperidin-4-yl)carbamate